7-fluoro-4-(piperazin-1-yl)quinolone FC1=CC=C2C(=CC(NC2=C1)=O)N1CCNCC1